ClC1=C(C(=CC=C1)Cl)N1C=2N(C3=C(C1=O)C=NC(=N3)NC3=CC=C1C4(CN(CC1=C3)S(=O)(=O)C)CC4)C=CN2 6-(2,6-dichlorophenyl)-2-{[2'-(methylsulfonyl)-2',3'-dihydro-1'H-spiro[cyclopropane-1,4'-isoquinolin]-7'-yl]amino}imidazo[1,2-a]pyrimido[5,4-e]pyrimidin-5(6H)-one